[AlH4-].[Na+] Sodium aluminum hydride